ClC(=O)C1=CC=C(C=C1)CC(=O)OC methyl 2-(4-(chlorocarbonyl)phenyl)acetate